COC1=C(C=CC(=C1)C=1N(C=CN1)C)NC=1N=CC2=C(N1)C(=NC(=C2)C)NCC(C)(C)C N2-(2-methoxy-4-(1-methyl-1H-imidazol-2-yl)phenyl)-6-methyl-N8-neopentylpyrido[3,4-d]pyrimidine-2,8-diamine